FC[C@@H]1[C@@H](N(C1)C(=O)OC(C)(C)C)C cis-tert-butyl 3-(fluoromethyl)-2-methylazetidine-1-carboxylate